C[C@@H]1CN(C[C@@H](N1)C)C=1OC2=C(N1)C=CC(=C2)F 2-[(3R,5S)-3,5-dimethylpiperazin-1-yl]-6-fluoro-1,3-benzoxazole